5-chloro-1-(2,6-difluorobenzyl)-4-(2-((1,1-difluoropropan-2-yl)amino)ethyl)-1H-pyrazole-3-carboxylic acid ClC1=C(C(=NN1CC1=C(C=CC=C1F)F)C(=O)O)CCNC(C(F)F)C